COC=1C(C(C1OC)=O)=O 3,4-dimethoxycyclobutene-1,2-dione